O1C(OCCC1)C=1C(=NC=NC1)OCC1=CC=C(C=C1)C(F)(F)F 5-(1,3-Dioxacyclohex-2-yl)-4-[[4-(trifluoromethyl)phenyl]methoxy]pyrimidine